5-(azetidin-3-yl)-4-methylpyridin-2-ol N1CC(C1)C=1C(=CC(=NC1)O)C